6-(4,5-dichloropyrimidin-2-yl)-8-(3,5-difluoro-4-methylbenzyl)imidazo[1,2-a]pyrazine ClC1=NC(=NC=C1Cl)C=1N=C(C=2N(C1)C=CN2)CC2=CC(=C(C(=C2)F)C)F